3-amino-1-(3,4-difluorophenyl)propan-1-ol NCCC(O)C1=CC(=C(C=C1)F)F